CN1CSCC1 3-methylthiazolidine